C(CC[C@@H](C)[C@H]1CC[C@H]2[C@@H]3CCC4CCCC[C@]4(C)[C@H]3CC[C@]12C)(=O)O cholan-24-oic Acid